3-[4-(2,4-difluorophenyl)phenyl]Azetidine-1-carboxylic acid tert-butyl ester C(C)(C)(C)OC(=O)N1CC(C1)C1=CC=C(C=C1)C1=C(C=C(C=C1)F)F